4-normal propyl-2-methylbenzaldehyde C(CC)C1=CC(=C(C=O)C=C1)C